(E)-3-(3-bromophenyl)-1-(N-methyl-pyrrol-2-yl)prop-2-en-1-one BrC=1C=C(C=CC1)/C=C/C(=O)C=1N(C=CC1)C